P(=O)(OC(C)(C)OC1=C(C(=CC(=C1)CCCCC)O)C1=CC(=CC=C1)C)(OC)OC 2-((6-hydroxy-3'-methyl-4-pentyl-[1,1'-biphenyl]-2-yl)oxy)propan-2-yl dimethyl phosphate